ClC=1C=C(C(=NC1)OCC1=NC=CC(=C1)O[C@@H]1C[C@@H](N(CC1)CC1=NC2=C(N1C[C@H]1OCC1)C=C(C=C2)C(=O)O)C)F (((2S,4S)-4-((2-(((5-Chloro-3-fluoropyridin-2-yl)oxy)methyl)pyridin-4-yl)oxy)-2-methylpiperidin-1-yl)methyl)-1-(((S)-oxetan-2-yl)methyl)-1H-benzo[d]imidazole-6-carboxylic acid